(S)-4-(2-(3,10-dimethyl-2,3,4,4a,5,6-hexahydro-1H-pyrazino[1,2-a]quinolin-8-yl)-5H-pyrrolo[2,3-b]pyrazin-7-yl)-N,N-dimethylbenzamide CN1C[C@H]2N(C3=C(C=C(C=C3CC2)C=2N=C3C(=NC2)NC=C3C3=CC=C(C(=O)N(C)C)C=C3)C)CC1